OCC=1C=C(C2=C(C=CO2)C1C=1C=NN(C1)C)C=1C=C(CNC(OC(C)(C)C)=O)C=CC1 tert-butyl 3-(5-(hydroxymethyl)-4-(1-methyl-1H-pyrazol-4-yl)benzofuran-7-yl)benzylcarbamate